C1(CC2C(CC1)O2)CCC[Si](OCCC)(OCCC)OCCC (3,4-epoxycyclohexyl)propyltripropoxysilane